5-{[3-(8-{[(3S,4R)-3-fluoro-1-methylpiperidin-4-yl]amino}-3-[(trifluoromethyl)sulfanyl]indolizin-2-yl)prop-2-yn-1-yl]amino}-6-methoxy-N-methylpyridine-2-carboxamide F[C@H]1CN(CC[C@H]1NC1=CC=CN2C(=C(C=C12)C#CCNC=1C=CC(=NC1OC)C(=O)NC)SC(F)(F)F)C